CC1=CC(=C(C=C1)C1=CC=C(O1)C=C1C(C2=C(S1)C=CC=C2)=O)[N+](=O)[O-] 2-[[5-(4-Methyl-2-nitrophenyl)-2-furanyl]methylene]benzo[b]thiophen-3(2H)-one